O=S1(CCC(CC1)NC1=C2C=C(N(C2=CC=C1)CC(F)(F)F)C=1C=CC(=NC1)C(=O)NC)=O 5-(4-((1,1-dioxidotetrahydro-2H-thiopyran-4-yl)amino)-1-(2,2,2-trifluoroethyl)-1H-indol-2-yl)-N-methylpicolinamide